FC(C1(CC1)C=1N(N=C2C=CC=C(C12)C(=O)N)C=1C=NC=CC1)F [1-(difluoromethyl)cyclopropyl]-2-(3-pyridyl)indazole-4-carboxamide